(s)-4-(4-(2,2-Difluoroethyl)-1-((5-methoxy-7-methyl-1H-indol-4-yl)methyl)piperazin-2-yl)benzoic acid FC(CN1C[C@@H](N(CC1)CC1=C2C=CNC2=C(C=C1OC)C)C1=CC=C(C(=O)O)C=C1)F